C(C)(C)C1=C(C(=CC=C1)C(C)C)C1=CC=C(N1)CN(C)C 1-(5-(2,6-diisopropylphenyl)-1H-pyrrol-2-yl)-N,N-dimethylmethanamine